[Fr].C=1(C(=CC=C2C=CC=CC12)C(=O)O)C(=O)O naphthalenedicarboxylic acid Francium